ClC1=C(N=C(N(C1=O)C=1C=C(C(=O)N(C)OC)C=CC1C)C)OCC1=C(C=C(C=C1)F)F 3-{5-chloro-4-[(2,4-difluorophenyl)methoxy]-2-methyl-6-oxopyrimidin-1-yl}-N-methoxy-N,4-dimethylbenzamide